Dimethylsilylenebis(fluorenyl)zirconium dichloride [Cl-].[Cl-].C[Si](=[Zr+2](C1=CC=CC=2C3=CC=CC=C3CC12)C1=CC=CC=2C3=CC=CC=C3CC12)C